6-((R)-2-((1-((1s,4S)-4-Aminocyclohexyl)-2-methylpropan-2-yl)amino)-1-hydroxyethyl)picolinonitrile trihydrochloride Cl.Cl.Cl.NC1CCC(CC1)CC(C)(C)NC[C@@H](O)C1=CC=CC(=N1)C#N